C(CCCCCCCCCCCCCCC)N1C(=C(C(C2=CC=C(C=C12)OC(=O)C(C)(C)C)=O)OC(=O)C(C)(C)C)C1=CC(=C(C=C1)OC(=O)C(C)(C)C)OC(=O)C(C)(C)C N-hexadecyl-2-(3,4-di-(t-butylcarbonyloxy)-phenyl)-3,7-di-(t-butylcarbonyloxy)-quinolin-4-one